C(C1=CC=CC=C1)OC1=CC(=NC=C1OC)C 4-(benzyloxy)-5-methoxy-2-methylpyridine